C1(CCCC1)N1N=C(C=C1C1=C(C=CC=C1OC)OC)C(=O)N[C@H](CC(=O)O)CCN(CC)CC (3S)-3-{[1-cyclopentyl-5-(2,6-dimethoxyphenyl)-1H-pyrazol-3-yl]formamido}-5-(diethylamino)pentanoic acid